BrC=1C=CC=C2CCC(CC12)O 8-bromo-1,2,3,4-tetrahydronaphthalen-2-ol